N-(2,6-dimethylpyrimidin-4-yl)-5-[2-methyl-4-[(3S)-1-methylpyrrolidin-3-yl]oxy-pyrazol-3-yl]pyrazolo[1,5-a]pyridin-2-amine CC1=NC(=CC(=N1)NC1=NN2C(C=C(C=C2)C=2N(N=CC2O[C@@H]2CN(CC2)C)C)=C1)C